NC1=NC=CC=C1C=1C=C(C=CC1OC)C1=C(C=C(C=C1)NC(=O)C=1C(N(C=CC1OCC)C1=CC=C(C=C1)F)=O)F N-(3'-(2-aminopyridin-3-yl)-2-fluoro-4'-methoxy-[1,1'-biphenyl]-4-yl)-4-ethoxy-1-(4-fluorophenyl)-2-oxo-1,2-dihydropyridine-3-carboxamide